3-chloro-2-(6-((6-(hydroxymethyl)pyrimidin-4-yl)amino)-1H-pyrazolo[4,3-c]pyridin-1-yl)benzonitrile ClC=1C(=C(C#N)C=CC1)N1N=CC=2C=NC(=CC21)NC2=NC=NC(=C2)CO